FC=1C=C(CN2C(=NC=3C2=NC=CC3)CCC(=O)N[C@@H](C)C3=CC=C(C=C3)C)C=CC1F 3-[3-(3,4-Difluoro-benzyl)-3H-imidazo[4,5-b]pyridin-2-yl]-N-((S)-1-p-tolyl-ethyl)-propionamide